BrC1=CN=C(S1)C1=C2N=CC(=NC2=CC(=C1)C)OC(F)F 5-bromo-2-(2-(difluoromethoxy)-7-methylquinoxalin-5-yl)thiazole